C1N(CCC2=CC=CC=C12)[C@H]1[C@@H](CN(CC1)C=1C(=NC(=NC1NC1CCNCC1)OC(CC)CC)C(=O)C1=NC(=NC(=C1N1C[C@H]([C@@H](CC1)N1CC2=CC=CC=C2CC1)O)NC1CCNCC1)OC(CC)CC)O ((3R,4R)-4-(3,4-dihydroisoquinolin-2(1H)-yl)-3-hydroxypiperidin-1-yl)(2-(pentan-3-yloxy)-6-(piperidin-4-ylamino)pyrimidin-4-yl)ketone